7-(3-(tert-butyl)-4-fluorophenyl)-4-(2,6-dimethylphenoxy)thieno[2,3-d]Pyridazine C(C)(C)(C)C=1C=C(C=CC1F)C=1N=NC(=C2C1SC=C2)OC2=C(C=CC=C2C)C